C1(CC1)OC1=C(C=CC=C1)CN1N=C(C=C1C1=CC(=CC=C1)OC)CO [1-[(2-Cyclopropoxyphenyl)methyl]-5-(3-methoxyphenyl)-1H-pyrazol-3-yl]methanol